N-Methyl-N-(8-methyl-1,2,3,4-tetrahydroisoquinolin-7-yl)acrylamide TFA salt OC(=O)C(F)(F)F.CN(C(C=C)=O)C1=CC=C2CCNCC2=C1C